NC1=CC=C(C=C1)C(C1=CC=C(N)C=C1)C1=CC=C(C=C1)I 4-[(4-aminophenyl)(4-iodophenyl)methyl]aniline